OC[C@H]1N(CCC1)C(CCCC=1C(C2=CC=CC=C2C(C1C)=O)=O)=O (S)-2-(4-(2-(hydroxymethyl)pyrrolidin-1-yl)-4-oxobutyl)-3-methyl-1,4-naphthoquinone